C(C)(C)(C)OC(=O)N1CCC(CC1)NC1=C2C=CC=NC2=C(C=C1)NC(=O)C 4-((8-Acetaminoquinolin-5-yl)amino)piperidine-1-carboxylic acid tert-butyl ester